The molecule is a phosphinic acid-containing N-acyl derivative of (4S)-cyclohexyl-L-proline. An inhibitor of angiotensin converting enzyme (ACE), it is used as the phosphinate ester pro-drug fosinopril for treatment of hypertension and chronic heart failure. It has a role as an antihypertensive agent and an EC 3.4.15.1 (peptidyl-dipeptidase A) inhibitor. It is a member of phosphinic acids and a L-proline derivative. C1CCC(CC1)[C@@H]2C[C@H](N(C2)C(=O)CP(=O)(CCCCC3=CC=CC=C3)O)C(=O)O